cetyltrimethylammonium bromide salt [Br-].C(CCCCCCCCCCCCCCC)[N+](C)(C)C